C(OC1=CC=C(C=C1)[N+](=O)[O-])([O-])=O 4-nitrophenyl carbonate